CC1=NC=CC(=C1)NC(OC[C@@H]1OC2=C(C3=C(N=C(S3)C3=C4N=CC(=NC4=CC(=C3)C)OC)C(=C2)Cl)OC1)=O (R)-(4-chloro-2-(2-methoxy-7-methylquinoxalin-5-yl)-7,8-dihydro-[1,4]dioxino[2',3':3,4]benzo[1,2-d]thiazol-7-yl)methyl (2-methylpyridin-4-yl)carbamate